2-isopropyl-7-nitro-3-oxo-3,4-dihydro-2H-benzo[b][1,4]oxazine-6-carboxylic acid methyl ester COC(=O)C1=CC2=C(OC(C(N2)=O)C(C)C)C=C1[N+](=O)[O-]